C(C1=CC=CC=C1)N(C(=O)NC1=CC(=C(C=C1)F)Cl)CC1=CN=C(C2=CC=CC=C12)OC 1-benzyl-3-(3-chloro-4-fluorophenyl)-1-((1-methoxyisoquinolin-4-yl)methyl)urea